C(C1=CC=CC=C1)NC(=O)[C@@]12N(C[C@H]3[C@H]([C@@H]1N(C[C@@H]2C3)CC3CCCCC3)CC3=CC=CC=C3)C(=O)NCCC |o1:10,13,14,15,18| (3S*,3aS*,6R*,7R*,7aS*)-N3a,7-dibenzyl-1-(cyclohexylmethyl)-N4-propylhexahydro-1H-3,6-methanopyrrolo[3,2-b]pyridine-3a,4-dicarboxamide